2-(2,6-dioxo-3-piperidinyl)-5-[4-[[4-[[1-[2-[5-(1-methylcyclopropoxy)-1H-indazol-3-yl]-4-pyridinyl]-4-piperidinyl]methyl]piperazin-1-yl]methyl]-1-piperidinyl]isoindoline-1,3-dione O=C1NC(CCC1N1C(C2=CC=C(C=C2C1=O)N1CCC(CC1)CN1CCN(CC1)CC1CCN(CC1)C1=CC(=NC=C1)C1=NNC2=CC=C(C=C12)OC1(CC1)C)=O)=O